ethyl nicotinate (ethyl nicotinate) C(C)C1=C(C(=O)O)C=CC=N1.C(C1=CN=CC=C1)(=O)OCC